(2S)-2-(4-bromo-2-fluorophenoxy)-N-methoxypropanamide BrC1=CC(=C(O[C@H](C(=O)NOC)C)C=C1)F